C(#N)\C(=C/C1=C(N(C(=C1)C)C1=C(N=C(S1)C)C(=O)N)C)\C1=NC2=C(C=NC(=C2)OC)N1 (E)-5-(3-(2-cyano-2-(6-methoxy-3H-imidazo[4,5-c]pyridin-2-yl)vinyl)-2,5-dimethyl-1H-pyrrol-1-yl)-2-methylthiazole-4-carboxamide